phenyl N-(1-(benzo[d][1,3]dioxol-5-yl)propan-2-yl)-N-(methoxymethyl)phosphonamidate O1COC2=C1C=CC(=C2)CC(C)N(P(OC2=CC=CC=C2)=O)COC